C(C)(C)(C)C1=CC=C(C=C1)OC(C(=C)C)=O 4-tert.-Butylphenylmethacrylat